6,7-dihydro-5H-pyrano[2,3-d]pyrimidin-4-yl trifluoromethanesulfonate FC(S(=O)(=O)OC=1C2=C(N=CN1)OCCC2)(F)F